OC(=O)C(F)(F)F.FC1=CC(=C(C=C1C=1C=NC(=NC1)N1CCOCC1)NC(=O)C1=CNC(C=C1C(F)(F)F)=O)N1CC(CC1)N(C)CCCOC N-(4-fluoro-2-(3-((3-methoxypropyl)(methyl)amino)pyrrolidin-1-yl)-5-(2-morpholinopyrimidin-5-yl)phenyl)-6-oxo-4-(trifluoromethyl)-1,6-dihydropyridine-3-carboxamide TFA salt